COC1=CC=C(C=C1)C=1CC(N(N1)C(=O)C=1C=C(C#N)C=CC1)C=1C(=NN(C1)C1=CC=CC=C1)C1=CC=C(C=C1)C 3-(5-(4-methoxyphenyl)-1'-phenyl-3'-(p-tolyl)-3,4-dihydro-1'H,2H-[3,4'-bipyrazole]-2-carbonyl)benzonitrile